1-Tert-butyl 4-[4-[1-(2,6-dioxo-3-piperidyl)-3-methyl-2-oxo-benzimidazol-4-yl]butyl]piperidine-1-carboxylate O=C1NC(CCC1N1C(N(C2=C1C=CC=C2CCCCC2CCN(CC2)C(=O)OC(C)(C)C)C)=O)=O